(R)-dimethyl 5-(3-chloropropyl)-6-(3-cyclopropyl-4-oxo-3,4-dihydrobenzo[d][1,3,2]diazaborinin-2(1H)-yl)-4,7-dimethyl-1,3-dihydro-2H-indene-2,2-dicarboxylate ClCCCC=1C(=C2CC(CC2=C(C1B1N(C(C2=C(N1)C=CC=C2)=O)C2CC2)C)(C(=O)OC)C(=O)OC)C